OCC(C)(CO)NC(=O)C=1C=2C[C@@H]3[C@H](C2N(N1)C1=C(C=C(C=C1)F)F)C3 (1aR,5aR)-2-(2,4-Difluoro-phenyl)-1a,2,5,5a-tetrahydro-1H-2,3-diaza-cyclopropa[a]pentalene-4-carboxylic acid (2-hydroxy-1-hydroxymethyl-1-methyl-ethyl)-amide